NC=1C=C(C=CC1Cl)\C(=C(/C(=O)[O-])\C)\C1CC1 (Z)-3-(3-amino-4-chlorophenyl)-3-cyclopropyl-2-methylacrylate